C[N+](C)(C)[O-] trimethyl-amine N-oxide